ClC=1N=C(C2=C(N1)C(=C(N=C2)C2=CC(=CC1=CC=CC(=C21)C#C[Si](C(C)C)(C(C)C)C(C)C)OCOC)F)N2CC1CCC(C2)N1C(=O)OC(C)(C)C tert-butyl 3-(2-chloro-8-fluoro-7-(3-(methoxymethoxy)-8-((triisopropylsilyl) ethynyl) naphthalen-1-yl) pyrido[4,3-d]pyrimidin-4-yl)-3,8-diazabicyclo[3.2.1]octane-8-carboxylate